CC1=CC=C(C=C1)S(=O)(=O)O.ClC1=C(C=C(C(=C1)OC)C)C=1N=C(SC1C)N(CC#C)[C@@H](CC1CC1)C1=CC(=C(C=C1)C)F 4-(2-chloro-4-methoxy-5-methylphenyl)-N-[(1S)-2-cyclopropyl-1-(3-fluoro-4-methylphenyl)ethyl]-5-methyl-N-prop-2-ynyl-1,3-thiazol-2-amine, p-toluenesulfonic acid salt